C(CC)C(C(=O)OC[C@]1(O[C@H](C[C@@H]1O)N1C2=NC(=NC(=C2N=C1)NC(CCCCCCCCCCCCC)=O)F)C#C)CCC ((2R,3S,5R)-2-ethynyl-5-(2-fluoro-6-tetradecanamido-9H-purin-9-yl)-3-hydroxytetra-hydrofuran-2-yl)methyl 2-propylpentanoate